CN1C=CC2=C1N=C(N=C2NC2C(C1CCC2CC1)C(=O)O)C1=C(NC2=NC=CC=C21)C (+/-)-trans-3-((7-methyl-2-(2-methyl-1H-pyrrolo[2,3-b]pyridin-3-yl)-7H-pyrrolo[2,3-d]pyrimidin-4-yl)amino)bicyclo[2.2.2]octane-2-carboxylic acid